(3R)-3-[[4-(4-aminobutyl)-1,2,3-triazol-3-yl]sulfanyl]-2-hydroxy-7-methoxy-3,4-dihydro-1,2-benzoxaborinine-8-carboxylic acid NCCCCC=1N(N=NC1)S[C@@H]1B(OC2=C(C1)C=CC(=C2C(=O)O)OC)O